Tert-butyl (S)-2-(3-(1-nonyl-1H-indol-5-yl)-1,2,4-oxadiazol-5-yl)pyrrolidine-1-carboxylate C(CCCCCCCC)N1C=CC2=CC(=CC=C12)C1=NOC(=N1)[C@H]1N(CCC1)C(=O)OC(C)(C)C